C(C)(C)(C)OC(=O)N1[C@H](C[C@H](C1)O)C (2S,4R)-4-hydroxy-2-methylpyrrolidine-1-carboxylic acid tert-butyl ester